BrC1=C(C=C2C(=NC(=NC2=C1F)OC[C@]12CCCN2C[C@@H](C1)F)N1C[C@@](CCC1)(O)C)F (R)-1-(7-bromo-6,8-difluoro-2-(((2R,7aS)-2-fluoro-hexahydro-1H-pyrrolizin-7a-yl)methoxy)quinazolin-4-yl)-3-methylpiperidin-3-ol